t-butyl (S)-2-((4-(6-((1-methyl-1H-indazol-6-yl) methoxy) pyridin-2-yl) piperazin-1-yl) methyl)-1-(oxetan-2-ylmethyl)-benzo[d]imidazole-6-carboxylate CN1N=CC2=CC=C(C=C12)COC1=CC=CC(=N1)N1CCN(CC1)CC1=NC2=C(N1C[C@H]1OCC1)C=C(C=C2)C(=O)OC(C)(C)C